benzyl 2-(dimethoxymethyl)-7-azaspiro[3.5]nonane-7-carboxylate COC(C1CC2(C1)CCN(CC2)C(=O)OCC2=CC=CC=C2)OC